ClC=1N=CC2=C(C=CC(=C2C1)C(C)C)N1CC(C1)[S@@](=O)C (S)-3-chloro-5-isopropyl-8-(3-(Methylsulfinyl)azetidin-1-yl)isoquinoline